tert-butyl (R)-(1-(5-(3-azidooxetan-3-yl)pyridin-2-yl)piperidin-3-yl)(cyclopropylmethyl)carbamate N(=[N+]=[N-])C1(COC1)C=1C=CC(=NC1)N1C[C@@H](CCC1)N(C(OC(C)(C)C)=O)CC1CC1